C(C(C)C)OC(C(C(C(=O)OCC(C)C)CC(C)C)(CC(C)C)C#N)=O 2-cyano-2,3-diisobutylbutanedioic acid diisobutyl ester